methyl (E)-3-(5-((4-(6-((4-chloro-2-fluorobenzyl)oxy)pyridin-2-yl)piperidin-1-yl)methyl)-1,3,4-oxadiazol-2-yl)acrylate ClC1=CC(=C(COC2=CC=CC(=N2)C2CCN(CC2)CC2=NN=C(O2)/C=C/C(=O)OC)C=C1)F